BrC1=CC=C(C=C1)C1(CC1)CNC(C(F)(F)F)=O N-((1-(4-bromophenyl)cyclopropyl)methyl)-2,2,2-trifluoroacetamide